5-((3-(3-(((6-(Trifluoromethyl)pyridin-3-yl)methyl)amino)propanamido)propyl)amino)benzo[c][2,6]naphthyridine-8-carboxamide FC(C1=CC=C(C=N1)CNCCC(=O)NCCCNC1=NC2=C(C3=CN=CC=C13)C=CC(=C2)C(=O)N)(F)F